(Z)-3-(dibenzylamino)-3-fluoro-2-(trifluoromethyl)acrylate C(C1=CC=CC=C1)N(/C(=C(\C(=O)[O-])/C(F)(F)F)/F)CC1=CC=CC=C1